tetraethyl-(5-methyl-4,5-dihydro-1H-pyrazole-3,5-diyl)bis(phosphonic acid) C(C)OP(OCC)(=O)C1=NNC(C1)(C)P(OCC)(OCC)=O